1-(9-Ethyl-1-methyl-beta-carbolin-6-yl)-3-(4-fluorophenyl)thiourea C(C)N1C2=CC=C(C=C2C=2C=CN=C(C12)C)NC(=S)NC1=CC=C(C=C1)F